FC(N1N=C(C(=C1C)C=1C=NN2C1C=C(C=C2)N2N=C(C(=C2)C(=O)O)OC)C)F 1-[3-[1-(difluoromethyl)-3,5-dimethyl-pyrazol-4-yl]pyrazolo[1,5-a]pyridin-5-yl]-3-methoxy-pyrazole-4-carboxylic acid